C(#N)C1CN(C1)S(=O)(=O)N1C[C@H](OCC1)C(=O)N1[C@H](CCC1)C(=O)N[C@H](C)C1=C(C=C(C=C1)C(F)(F)F)F 1-(((2S)-4-((3-cyano-1-azetidinyl)sulfonyl)-2-morpholinyl)carbonyl)-N-((1R)-1-(2-fluoro-4-(trifluoromethyl)phenyl)ethyl)-D-prolinamide